OCCOC1=CC=C(C=C1)C1(CCCCC1)C1=CC=C(C=C1)OCCO 1,1-bis[4-(2-hydroxyethoxy)-phenyl]cyclohexane